[3-(1-amino-4-methylphthalazin-6-yl)-5-pyridin-3-ylphenyl]boronic acid formate salt C(=O)O.NC1=NN=C(C2=CC(=CC=C12)C=1C=C(C=C(C1)C=1C=NC=CC1)B(O)O)C